1-(4-(2,3-Dimethylphenyl)piperidin-1-yl)-2-(3-((3S,4S)-3-fluoro-4-hydroxypiperidin-1-carbonyl)-5,6-dihydrocyclopenta[c]pyrazol-1(4H)-yl)ethanon CC1=C(C=CC=C1C)C1CCN(CC1)C(CN1N=C(C2=C1CCC2)C(=O)N2C[C@@H]([C@H](CC2)O)F)=O